FC1=C(C(=O)NCC23CCC(CC2)(CC3)N3N=C2C=C(C=CC2=C3)C=3C=NC(=NC3)OCCN3CCN(CC3)C(=O)OC(C)(C)C)C=C(C(=C1F)OCC1=CC=C(C=C1)OC)F tert-butyl 4-{2-[(5-{2-[4-({2,3,5-trifluoro-4-[(4-methoxyphenyl)methoxy]benzamido}methyl)bicyclo[2.2.2]octan-1-yl]-2H-indazol-6-yl}pyrimidin-2-yl)oxy]ethyl}piperazine-1-carboxylate